2,3-dihydrothieno[2',3':4,5]benzo[1,2-b][1,4]dioxin-5-carbonitrile O1C2=C(OCC1)C(=C1C(=C2)C=CS1)C#N